CC(C(=O)O)(C)OC1=C(C=C(C=C1C(F)(F)F)CN1N=CN(C1=O)C1=CC=C(C=C1)OC(F)(F)F)C 2-Methyl-2-(2-methyl-4-((5-oxo-4-(4-(trifluoromethoxy)phenyl)-4,5-dihydro-1H-1,2,4-triazol-1-yl)methyl)-6-(trifluoromethyl)phenoxy)propionic acid